ClC1=CC=C2C(=CC(=NC2=C1)C1=CC=C(N)C=C1)CN1CCOCC1 4-(7-chloro-4-(morpholinomethyl)quinolin-2-yl)aniline